tert-butyl (2S,4R)-2-((4-cyanobenzyl)carbamoyl)-4-hydroxypyrrolidine-1-carboxylate C(#N)C1=CC=C(CNC(=O)[C@H]2N(C[C@@H](C2)O)C(=O)OC(C)(C)C)C=C1